dilauryl-silicon C(CCCCCCCCCCC)[Si]CCCCCCCCCCCC